decyl tridecanoate C(CCCCCCCCCCCC)(=O)OCCCCCCCCCC